3-chloropyridine-2-carbaldehyde ClC=1C(=NC=CC1)C=O